N1=CC=C(C=C1)C=1NC(=NN1)N 5-(pyridin-4-yl)-4H-1,2,4-triazol-3-amine